methyl(trishydroxyethyl)ammonium hydroxide [OH-].C[NH2+]CC(O)(O)O